5-Bromo-2-(3-methoxy-5-(trifluoromethyl)phenyl)benzo[d]oxazole BrC=1C=CC2=C(N=C(O2)C2=CC(=CC(=C2)C(F)(F)F)OC)C1